dihydro-pyrimidine N1CN=CC=C1